5-(2-acetamidoacetamido)-N-((5-bromo-3-(2-methoxyethyl)thiophen-2-yl)sulfonyl)-2,4-dichlorobenzamide C(C)(=O)NCC(=O)NC=1C(=CC(=C(C(=O)NS(=O)(=O)C=2SC(=CC2CCOC)Br)C1)Cl)Cl